indium bromoiodide BrI.[In]